O=NC(=O)C=1C=2C=CNC2C=CC1 Oxoindole-4-carboxamide